1-((4-((4-cyanophenyl)amino)pyrimidin-2-yl)thio)cyclobutane-1-carboxylic acid ethyl ester C(C)OC(=O)C1(CCC1)SC1=NC=CC(=N1)NC1=CC=C(C=C1)C#N